3-bromo-4-(4-fluoro-2,6-dimethylphenoxy)anilinedodecanoic acid 4-oxooctan-2-yl ester O=C(CC(C)OC(CCCCCCCCCCCNC1=CC(=C(C=C1)OC1=C(C=C(C=C1C)F)C)Br)=O)CCCC